ClC1=C(C=2N=C(N=C(C2C=N1)N1CCN(CC1)C(=O)OC(C)(C)C)SC)F tert-butyl 4-(7-chloro-8-fluoro-2-methylsulfanyl-pyrido[4,3-d]pyrimidin-4-yl)piperazine-1-carboxylate